trans-pyran C1C=CC=CO1